O=C1NC(CCC1C1=CC=C2C=CC(=CC2=C1)NC(OC(C)(C)C)=O)=O tert-butyl N-[7-(2,6-dioxo-3-piperidyl)-2-naphthyl]carbamate